FC([C@@H]1C=2C(=CC=NC2CCC1)O)(F)F (5S)-5-(trifluoromethyl)-5,6,7,8-tetrahydroquinolin-4-ol